(4-amino-1-methyl-1H-pyrazolo[4,3-c]quinolin-8-yl)(2-(benzo[d]thiazol-5-yl)-4-difluoromethylpiperidin-1-yl)methanone NC1=NC=2C=CC(=CC2C2=C1C=NN2C)C(=O)N2C(CC(CC2)C(F)F)C=2C=CC1=C(N=CS1)C2